FC1=C(C(=CC=C1)F)C1=CC=CC2=C1C(=NO2)N2C(N1[C@H](CC2)C([C@@H](C1)NS(=O)(=O)CF)(F)F)=O N-{(4aR,6R)-2-[4-(2,6-difluorophenyl)-1,2-benzoxazol-3-yl]-5,5-difluoro-1-oxooctahydropyrrolo[1,2-c]pyrimidin-6-yl}-1-fluoromethanesulfonamide